((6,8-difluoro-2,2-dimethyl-2H-chromen-7-yl)oxy)triisopropylsilane FC=1C=C2C=CC(OC2=C(C1O[Si](C(C)C)(C(C)C)C(C)C)F)(C)C